C(C)OC(CC1CN(C1)C1=CC(=NC=C1)C(F)F)=O [1-(2-Difluoromethyl-pyridin-4-yl)-azetidin-3-yl]-acetic acid ethyl ester